2-((3-(1-adamantanyl)-2'-bromo-5-(tert-butyl)-[1,1'-biphenyl]-2-yl)oxy)tetrahydro-2H-pyran C12(CC3CC(CC(C1)C3)C2)C=2C(=C(C=C(C2)C(C)(C)C)C2=C(C=CC=C2)Br)OC2OCCCC2